(R)-4-((1-(hydroxymethyl)cyclopropyl)amino)-2-(4-(oxazol-2-yl)phenyl)-6,7-dihydrothieno[3,2-d]pyrimidine 5-oxide OCC1(CC1)NC=1C2=C(N=C(N1)C1=CC=C(C=C1)C=1OC=CN1)CC[S@]2=O